(S)-(-)-α-terpineol CC1=CC[C@@H](CC1)C(C)(C)O